C1(CC1)C1=CC=2N=CN(C(C2N1)=O)C1=NC(=CC(=C1)C1=C(C=C(C=C1)F)C(=O)N1CC(C1)F)C1CC1 6-cyclopropyl-3-[6-cyclopropyl-4-[4-fluoro-2-(3-fluoroazetidine-1-carbonyl)phenyl]pyridin-2-yl]-5H-pyrrolo[3,2-d]pyrimidin-4-one